NC1=NC(=CC(=N1)C=1N=NN(C1)CC1=CC=CC(=N1)NC(C(=O)O)(C)C)C1=CC(=CC=C1)C#N 2-[6-({4-[2-amino-6-(m-cyanophenyl)-4-pyrimidinyl]-1H-1,2,3-triazol-1-yl}methyl)-2-pyridylamino]-2-methylpropanoic acid